N[C@@H]1C[C@@H]([C@H]2[C@H]1OC(O2)(C)C)OCCO 2-[[(3aS,4S,6R,6aS)-6-aminotetrahydro-2,2-dimethyl-4H-cyclopenta-1,3-dioxolan-4-yl]oxy]-ethanol